(3,4-Bis((2-ethylhexyl)oxy)phenyl)methanol C(C)C(COC=1C=C(C=CC1OCC(CCCC)CC)CO)CCCC